3-[4-[(4,5-dichloro-2-hydroxyphenyl)(hydroxy)methyl]Piperidine-1-carbonyl]Pyrrolidine-1-carboxylic acid tert-butyl ester C(C)(C)(C)OC(=O)N1CC(CC1)C(=O)N1CCC(CC1)C(O)C1=C(C=C(C(=C1)Cl)Cl)O